CN(C)CC=1C=C(C=C(C1)C(F)(F)F)NC(=O)C1=CSC=2CN(CCC21)C(=O)C2=CN=C1N2C=CC=C1 N-(3-((dimethylamino)methyl)-5-(trifluoromethyl)phenyl)-6-(imidazo[1,2-a]pyridine-3-carbonyl)-4,5,6,7-tetrahydrothieno[2,3-c]pyridine-3-carboxamide